2,4,6-tribromophenoxy-1,3,5-triazine BrC1=C(OC2=NC=NC=N2)C(=CC(=C1)Br)Br